tert-butyl N-(5-amino-3-methyl-2-pyridyl)carbamate NC=1C=C(C(=NC1)NC(OC(C)(C)C)=O)C